C1(=CC=C(C=C1)C1=NN=C(S1)NC(CC)=O)C N-(5-(p-tolyl)-1,3,4-thiadiazol-2-yl)propanamide